CN1CCC(CC1)C1=CC(=C(C(=O)OC)C=C1)C(F)(F)F methyl 4-(1-methylpiperidin-4-yl)-2-(trifluoromethyl)benzoate